N,N,N-trimethyl-ethanaminium C[N+](CC)(C)C